C(C)[C@]1(C(OCC=2C(N3CC=4N5C6=C(C=C(C=C6C(C4C3=CC21)=O)F)CC5CO)=O)=O)O (8S)-8-ethyl-4-fluoro-8-hydroxy-1-(hydroxymethyl)-1,2,11,14-tetrahydro-6H,12H-pyrano[3',4':6,7]indolizino[2,1-b]pyrrolo[3,2,1-ij]quinoline-6,9,12(8H)-trione